OC[C@H](C)NC(=O)C=1C(NN=C(C1)C=1C=NC(=CC1)C(F)(F)F)=O N-[(2S)-1-hydroxy-prop-2-yl]-3-oxo-6-[6-(trifluoromethyl)pyridin-3-yl]-2,3-dihydropyridazine-4-carboxamide